O=C1N(C(C2=CC=CC=C12)=O)OCCOC1=CC=C(C=C1)C=1C=NN(C1)CCCNC(OC(C)(C)C)=O tert-Butyl (3-(4-(4-(2-((1,3-dioxoisoindolin-2-yl)oxy)ethoxy)phenyl)-1H-pyrazol-1-yl)propyl)carbamate